OCC1(OCC2OC(OC21)(C)C)C#N 4-(hydroxymethyl)-2,2-dimethyltetrahydrofuro[3,4-d][1,3]Dioxole-4-carbonitrile